5-(5-((2-(3-ethylureido)pyridin-4-yl)methyl)-2,5-diazabicyclo[4.1.0]heptan-2-yl)-3-fluoro-N-methylpicolinamide C(C)NC(NC1=NC=CC(=C1)CN1CCN(C2CC12)C=1C=C(C(=NC1)C(=O)NC)F)=O